dibromomaleic acid Br/C(=C(/C(=O)O)\Br)/C(=O)O